CS(=O)(=N)C1=CC(=CC(=C1)Cl)Cl S-methyl-S-(3,5-dichlorophenyl)sulfoximine